N-(4-(2,5-difluorophenyl)-2-(5,5-difluorotetrahydro-2H-pyran-2-yl)pyridin-3-yl)-2-isopropoxypyrimidine-5-carboxamide FC1=C(C=C(C=C1)F)C1=C(C(=NC=C1)C1OCC(CC1)(F)F)NC(=O)C=1C=NC(=NC1)OC(C)C